ammonium chloride cyanide [C-]#N.[Cl-].[NH4+].[NH4+]